C(C1=CC=CC=C1)OC=1C2=C(C=3C(CN(C3C1)C(=O)OC(C)(C)C)C)C=CC=C2 tert-Butyl 5-(benzyloxy)-1-methyl-1,2-dihydro-3H-benzo[e]indole-3-carboxylate